2-bromo-3-methyl-benzenesulfonyl chloride BrC1=C(C=CC=C1C)S(=O)(=O)Cl